(E)-5-(tert-butyl)-N-(2-methyl-4-(3-(4-(4-(4-methylpiperazin-1-yl)but-2-enoyl)piperazin-1-yl)pyridin-4-yl)benzyl)-1,2,4-oxadiazole-3-carboxamide C(C)(C)(C)C1=NC(=NO1)C(=O)NCC1=C(C=C(C=C1)C1=C(C=NC=C1)N1CCN(CC1)C(\C=C\CN1CCN(CC1)C)=O)C